4-cyclopropylbenzoate C1(CC1)C1=CC=C(C(=O)[O-])C=C1